5-bromo-2-[(4-methoxyphenyl)methyl]-3,3-dimethyl-2,3-dihydro-1H-isoindol-1-one BrC=1C=C2C(N(C(C2=CC1)=O)CC1=CC=C(C=C1)OC)(C)C